rac-Methyl 4-(piperidin-3-yl)-2-(trifluoromethyl)benzoate N1C[C@H](CCC1)C1=CC(=C(C(=O)OC)C=C1)C(F)(F)F |r|